NC=1C=2N(C=CN1)C(=NC2)[C@H]2N(CCC2)C(COCCOCCOCCSC2=C1CN(C(C1=CC=C2)=O)C2C(NC(CC2)=O)=O)=O 8-amino-3-((2S)-1-(2-(2-(2-(2-((2-(2,6-dioxopiperidin-3-yl)-1-Oxoisoindoline-4-yl)thio)ethoxy)ethoxy)ethoxy)acetyl)pyrrolidin-2-yl)imidazo[1,5-a]pyrazine